(R)-5-(6-(4-(2-(3-chlorophenyl)-2-(dimethylamino)acetyl)piperazin-1-yl)pyridin-3-yl)-7-(1-methyl-1H-pyrazol-4-yl)imidazo[1,2-a]pyridine-3-carbonitrile ClC=1C=C(C=CC1)[C@H](C(=O)N1CCN(CC1)C1=CC=C(C=N1)C1=CC(=CC=2N1C(=CN2)C#N)C=2C=NN(C2)C)N(C)C